FC(C=1C=C(C=C(C1)C(F)(F)F)NC(=S)NC1CCCCC1)(F)F N-[3,5-bis(trifluoromethyl)phenyl]-N'-cyclohexyl-Thiourea